COC1=C(C=C(C=C1)C1CN(C(C1)=O)C)S(=O)(=O)N 2-methoxy-5-(1-methyl-5-oxopyrrolidin-3-yl)benzenesulfonamide